C(#N)C1=CC=C(C=C1)C(CNC(C(=O)NC1=NC=C(C=C1)N1CC(N(C(C1)=O)C)C)C1=CC=CC=C1)C 2-((2-(4-cyanophenyl)propyl)amino)-N-(5-(3,4-dimethyl-5-oxopiperazin-1-yl)pyridin-2-yl)-2-phenylacetamide